CC1=C(C(=O)NC2=CC=C(C3=CC=CC=C23)S(NC(CC2CCNCC2)C)(=O)=O)C=CC=C1 2-methyl-N-(4-(N-(1-(piperidin-4-yl)propan-2-yl)sulfamoyl)naphthalen-1-yl)benzamide